C(C)C1=C(C=CC(=C1)NS(=O)(=O)CCC)C1=C2C(=NC(=C1)NC(=O)C1CC1)NC=C2 N-(4-(2-ethyl-4-(propylsulfonylamino)phenyl)-1H-pyrrolo[2,3-b]pyridin-6-yl)cyclopropylcarboxamide